NC=1N=CC(=NC1C=1OC(=NN1)C1=CCC(C=C1)=CNC)C1=CC2=C(S(C([C@H]2F)(C)C)(=O)=O)C=C1 (S)-5-(5-amino-6-(5-(4-((methylamino)methylene)phenyl)-1,3,4-oxadiazol-2-yl)pyrazin-2-yl)-3-fluoro-2,2-dimethyl-2,3-dihydrobenzo[b]thiophene 1,1-dioxide